FC1=CC=C(CC2C(N(C2)C=2C=CC3=C(C2)COC2=CN=CC=C23)=O)C=C1 3-(4-fluorobenzyl)-1-(6H-isochromeno[3,4-c]pyridin-8-yl)azetidin-2-one